ClC1=C(C=C(C=2C([C@@]3([C@@H](CC(C=C3OC)=O)C)OC21)=O)OCCOC2OCCCC2)C(=O)O\N=C(\C)/N [(Z)-1-aminoethylideneamino] (2S,5'R)-7-chloro-1'-methoxy-5'-methyl-3,3'-dioxo-4-(2-tetrahydropyran-2-yloxyethoxy)spiro[benzofuran-2,6'-cyclohexene]-6-carboxylate